FC(OC=1C=C(C=CC1)C1=NN(C=2C1=NC=C(C2)C(=O)NC2(CS(C2)(=O)=O)C)C(C)C)F 3-[3-(difluoromethoxy)phenyl]-1-isopropyl-N-(3-methyl-1,1-dioxidothietan-3-yl)-1H-pyrazolo[4,3-b]pyridine-6-carboxamide